L-1,4-dihydroxybenzoic acid OC1(C(=O)O)CC=C(C=C1)O